OC(=O)C(F)(F)F.CN(C(C=C)=O)C=1N=CC=2CCNCC2C1 N-Methyl-N-(5,6,7,8-tetrahydro-2,6-naphthyridin-3-yl)acrylamide TFA salt